4-[[2-(4-tert-Butyl-2-fluoro-5-hydroxy-phenyl)acetyl]amino]-N-(1-methylcyclopropyl)pyridine-2-carboxamide C(C)(C)(C)C1=CC(=C(C=C1O)CC(=O)NC1=CC(=NC=C1)C(=O)NC1(CC1)C)F